4-(4-(4-((3-(didodecylamino)propanoyl)oxy)butyl)piperazin-1-yl)butyl 6-(didodecylamino)hexanoate C(CCCCCCCCCCC)N(CCCCCC(=O)OCCCCN1CCN(CC1)CCCCOC(CCN(CCCCCCCCCCCC)CCCCCCCCCCCC)=O)CCCCCCCCCCCC